N1CC(CCC1)C1=NN(C=C1)C=1N=C(C2=C(N1)C=CC=N2)N2CCOCC2 4-[2-[3-(3-piperidyl)pyrazol-1-yl]pyrido[3,2-d]pyrimidin-4-yl]morpholine